[B].[Fe].[Gd].BrC1=CC(=C(CNC=O)C=C1)[N+](=O)[O-] N-(4-bromo-2-nitrobenzyl)formamide Gadolinium-iron-boron